CC1(CC(CC(C1)=O)=O)C 1,1-dimethyl-3,5-cyclohexanedione